methyl 2-[[4-[6-[(4-cyano-2-fluoro-phenyl)methoxy]-4-(2-phenylethynyl)-2-pyridyl]-2-fluoro-phenyl]methyl]-3-(2-methoxyethyl)benzimidazole-5-carboxylate C(#N)C1=CC(=C(C=C1)COC1=CC(=CC(=N1)C1=CC(=C(C=C1)CC=1N(C2=C(N1)C=CC(=C2)C(=O)OC)CCOC)F)C#CC2=CC=CC=C2)F